FC=1C=C(C2=C(C[C@H](CO2)N2C[C@H](NCC2)C2=C(C=CC=C2)OC(C)C)C1)F (3R)-1-[(3R)-6,8-difluoro-3,4-dihydro-2H-1-benzopyran-3-yl]-3-(2-isopropoxyphenyl)piperazine